2-(3-(3-bromophenylacetamido)benzylamino)benzamide BrC=1C=C(C=CC1)CC(=O)NC=1C=C(CNC2=C(C(=O)N)C=CC=C2)C=CC1